sodium bistrifluoromethane FC(F)F.FC(F)F.[Na]